FC(CNC1=CC=CC=2N(C(NC21)=O)C2CCC(CC2)C(=O)NC2=CC(=C(C=C2)C)OC)F 4-{4-[(2,2-difluoroethyl)amino]-2-oxo-2,3-dihydro-1H-1,3-benzodiazol-1-yl}-N-(3-methoxy-4-methylphenyl)cyclohexane-1-carboxamide